C(C)OC1=CC2=C(C(=NO2)N2C(N3[C@H](C2)C([C@@H](C3)NS(=O)(=O)C)(F)F)=O)C(=C1)C1=C(C=C(C=C1F)F)F N-{(6R,7aR)-2-[6-ethoxy-4-(2,4,6-trifluorophenyl)-1,2-benzoxazol-3-yl]-7,7-difluoro-3-oxohexahydro-1H-pyrrolo[1,2-c]imidazol-6-yl}methanesulfonamide